tert-butyl 4-(2-carbamoyl-1-propyl-indol-5-yl)pyrazole-1-carboxylate C(N)(=O)C=1N(C2=CC=C(C=C2C1)C=1C=NN(C1)C(=O)OC(C)(C)C)CCC